ClC1=CC=C(C=C1)[C@@H](C(C)C)N1C[C@@H](N(C[C@H]1C)C=1C=2N=C(N(C2N2C(N1)=NN=C2)C[C@H]2OCCC2)C)C 4-((2S,5R)-4-((R)-1-(4-chlorophenyl)-2-methylpropyl)-2,5-dimethylpiperazin-1-yl)-2-methyl-1-(((S)-tetrahydrofuran-2-yl)methyl)-1H-[1,2,4]triazolo[3,4-b]purine